titanium-aluminum-manganese-molybdenum [Mo].[Mn].[Al].[Ti]